N-Boccyclohexyl-L-alanine C(=O)(OC(C)(C)C)N([C@@H](C)C(=O)O)C1CCCCC1